N,N'-di-[3-(2-naphthalenesulfonyloxy)phenyl]urea C1=C(C=CC2=CC=CC=C12)S(=O)(=O)OC=1C=C(C=CC1)NC(=O)NC1=CC(=CC=C1)OS(=O)(=O)C1=CC2=CC=CC=C2C=C1